C(C)(C)(C)OOC(C)(C)C tert-Butyl Peroxide